(R)-10-hydroxy-10-((6-oxo-4-phenylpyrimidin-1(6H)-yl)methyl)-7-azaspiro[4.5]Decane-7-carboxylic acid tert-butyl ester C(C)(C)(C)OC(=O)N1CC2(CCCC2)[C@](CC1)(CN1C=NC(=CC1=O)C1=CC=CC=C1)O